ClC1=CC=C(C(=N1)S(=O)(=O)N)O[C@H](C)C=1C=C(C=C2C(C(=C(OC12)C=1C=NN(C1)C=1C=NC=CC1)C)=O)C 6-Chloro-3-[(1R)-1-[3,6-dimethyl-4-oxo-2-[1-(3-pyridyl)pyrazol-4-yl]chromen-8-yl]ethoxy]pyridine-2-sulfonamide